5-(4-tolyl)-4-(4-piperidinyl)-3-hydroxyisothiazole hydrobromide Br.C1(=CC=C(C=C1)C1=C(C(=NS1)O)C1CCNCC1)C